C(CCCCCCC\C=C/CCCCCCCC)OCCCCCCCC\C=C/CCCCCCCC mono-oleyl ether